5-(5-(difluoromethyl)-5H-pyrido[4,3-b]indol-7-yl)-2-(3-((1-(5-((2-(2,6-dioxopiperidin-3-yl)-1,3-dioxoisoindolin-5-yl)oxy)pentyl)piperidin-4-yl)oxy)azetidin-1-yl)nicotinonitrile FC(N1C2=C(C=3C=CC(=CC13)C=1C=NC(=C(C#N)C1)N1CC(C1)OC1CCN(CC1)CCCCCOC=1C=C3C(N(C(C3=CC1)=O)C1C(NC(CC1)=O)=O)=O)C=NC=C2)F